6-(tert-butyl)-10-(3-(methylsulfonyl)propoxy)-2-oxo-6,7-dihydro-2H-pyrido[2',1':3,4]pyrazino[1,2-b]indazole-3-carboxylic acid C(C)(C)(C)C1N2C(C=3N(N=C4C(=CC=CC34)OCCCS(=O)(=O)C)C1)=CC(C(=C2)C(=O)O)=O